ClC=1C=C2CCN(CC2=CC1)C1=CC(=C(C(=C1)C)NC(CC(C)(C)C)=O)C N-[4-(6-chloro-3,4-dihydro-1H-isoquinolin-2-yl)-2,6-dimethyl-phenyl]-3,3-dimethylbutanamide